Germanon [GeH2]=O